C1(CCCCC1)C(C1=C(C=CC=2C3=CC=C(C=C3CC12)C(C)(C)C)C(C)(C)C)(C1C=CC=C1)C1CCCCC1 dicyclohexyl-cyclopentadienyl-2,7-di-tert-butyl-fluorenyl-methane